C(#N)[C@H](C[C@H]1C(NCCC1)=O)NC(=O)[C@H]1N(C[C@H]2[C@@H]1CCC2)C([C@H](CN2CC(C2)(F)F)NC(C(F)(F)F)=O)=O (1S,3aR,6aS)-N-((S)-1-cyano-2-((S)-2-oxopiperidin-3-yl)ethyl)-2-((S)-3-(3,3-difluoroazetidin-1-yl)-2-(2,2,2-trifluoroacetamido)propanoyl)octahydro-cyclopenta[c]pyrrole-1-carboxamide